C12CCC(CC1)N2C2=NC(=CC1=C2N=C(N=C1)NC1=NC=2CCN(CC2C=C1)C(CN1CC(CCC1)O)=O)[C@@H](C)O 1-[2-[[8-(7-azabicyclo[2.2.1]heptan-7-yl)-6-[(1R)-1-hydroxyethyl]pyrido[3,4-d]pyrimidin-2-yl]amino]-7,8-dihydro-5H-1,6-naphthyridin-6-yl]-2-(3-hydroxypiperidin-1-yl)ethanone